tert-butyl (3-((5-cyclopropyl-6-(2-(ethoxymethoxy)-4-ethynylphenyl)pyridazin-3-yl)amino)-3-oxopropyl)(methyl)carbamate C1(CC1)C=1C=C(N=NC1C1=C(C=C(C=C1)C#C)OCOCC)NC(CCN(C(OC(C)(C)C)=O)C)=O